BrC1(C(CC2=C(C=CO2)C1=O)CC)Br 5,5-dibromo-6-ethyl-6,7-dihydrobenzofuran-4(5H)-one